C(O)(O)=O.P(=O)(O)(O)O hydrogen phosphate (bicarbonate)